C(C#CC)NC(=O)N1C=NC2=C1C=CC=C2N2CCN(CC2)C N-(But-2-yn-1-yl)-4-(4-methylpiperazin-1-yl)-1H-benzo[d]imidazole-1-carboxamide